ClC1=NC(=C(C(=O)NC2=CC(=C(C=C2)F)C#N)C=C1F)OC1=C(C=C(C=C1)F)C 6-chloro-N-(3-cyano-4-fluorophenyl)-5-fluoro-2-(4-fluoro-2-methylphenoxy)nicotinamide